N(C=1C(=CC=CC1)C)=O N-toluidineOne